ClC1=C(C2=C(C=3C=NC(=NC13)S(=O)(=O)CC)COC2)C2=NC=C(C1=C2C(=C(S1)NC(OC(C)(C)C)=O)C#N)F tert-Butyl (4-(5-chloro-3-(ethylsulfonyl)-7,9-dihydrofuro[3,4-f]quinazolin-6-yl)-3-cyano-7-fluorothieno[3,2-c]pyridin-2-yl)carbamate